(1aS,5aS)-2-(2,4-Difluoro-phenyl)-1a,2,5,5a-tetrahydro-1H-2,3-diaza-cyclopropa[a]pentalene-4-carboxylic acid ((1R,2S)-2-hydroxy-indan-1-yl)-amide O[C@@H]1[C@@H](C2=CC=CC=C2C1)NC(=O)C=1C=2C[C@H]3[C@@H](C2N(N1)C1=C(C=C(C=C1)F)F)C3